FC1=C(C=C(C=C1)F)[C@@H]1N(CCC1)C1=CC=C(C(=N1)NC(=O)NCCCC1=CC=CC=C1)[N+](=O)[O-] (R)-6-(2-(2,5-difluorophenyl)pyrrolidin-1-yl)-3-nitro-2-(3-phenylpropylureido)pyridine